Ethyl Phenyl Sulfide C1(=CC=CC=C1)SCC